C(C)(=O)N1CCC(CC1)C1=NN(C2=CC=CC(=C12)C=1OC2=C(C1)C=CC=C2)CC(=O)NCC(=O)NCC(=O)O 2-(2-{2-[3-(1-acetylpiperidin-4-yl)-4-(1-benzofuran-2-yl)-1H-indazol-1-yl]acetamido}acetamido)acetic acid